ICCCCCCCCCCCCCCC iodopentadecan